OC[C@@H]1CN(C[C@H]1C1=CC=C(C=C1)OC)C(=O)OC(C)(C)C |r| (+/-)-trans-tert-Butyl 3-(Hydroxymethyl)-4-(4-methoxyphenyl)-pyrrolidine-1-carboxylate